ClC1=C2C(=NC=C1C(C)(C)O)C(=C(S2)C2=NC(=NC=C2F)Cl)C 2-(7-chloro-2-(2-chloro-5-fluoropyrimidin-4-yl)-3-methylthieno[3,2-b]pyridin-6-yl)propan-2-ol